C\C(=C/CCC(=C)C1OC1)\CCC=C(C)C (E)-2-(6,10-dimethylundeca-1,5,9-trien-2-yl)oxirane